2-CHLORO-5-HYDROXYPHENYLBORONIC ACID ClC1=C(C=C(C=C1)O)B(O)O